1-(3-amino-4-fluorobenzyl)-7-methyl-5-(1H-pyrrole-2-carbonyl)-N-(m-tolyl)-4,5,6,7-tetrahydro-1H-pyrazolo-[4,3-c]pyridine-3-carboxamide NC=1C=C(CN2N=C(C=3CN(CC(C32)C)C(=O)C=3NC=CC3)C(=O)NC=3C=C(C=CC3)C)C=CC1F